(4R)-4-((1R,4S,7aR)-7a-methyl-4-((triethylsilyl)oxy)octahydro-1H-inden-1-yl)pentanal C[C@@]12CCC[C@@H](C2CC[C@@H]1[C@@H](CCC=O)C)O[Si](CC)(CC)CC